FC=1C(=C(C=CC1F)[C@H]1[C@@H](O[C@]([C@H]1C)(C(F)(F)F)C)C(=O)NC1=CC(=NC=C1)OCC1OC(OC12CC2)(C)C)OC (2R,3S,4S,5R)-3-(3,4-difluoro-2-methoxyphenyl)-N-(2-((5,5-dimethyl-4,6-dioxaspiro[2.4]hept-7-yl)methoxy)pyridin-4-yl)-4,5-dimethyl-5-(trifluoromethyl)tetrahydrofuran-2-carboxamide